NCCCNC(C1=C(C(=C(C=C1)NC=1C=2N(C=CN1)C(=CN2)C2=C(C(=C(C=C2)OC)F)F)F)C)=O N-(3-aminopropyl)-4-((3-(2,3-difluoro-4-methoxyphenyl)imidazo[1,2-a]pyrazin-8-yl)amino)-3-fluoro-2-methylbenzamide